methyl 3-amino-1H-indazole-6-carboxylate NC1=NNC2=CC(=CC=C12)C(=O)OC